C(C)(C)(C)OC(=O)C1=NN(C(=C1C1=NC=C(C=C1)F)C)C([2H])([2H])[2H].ClC1=CC=C(C=C1)C(CC(N1N=CC(=N1)C1=CC=CC=C1)C1=CC=CC=C1)=O 1-(4-chlorophenyl)-3-phenyl-3-(4-phenyl-2H-1,2,3-triazol-2-yl)propan-1-one tert-butyl-4-(5-fluoropyridin-2-yl)-5-methyl-1-(methyl-d3)-1H-pyrazole-3-carboxylate